tert-butyl (6-(4-iodo-2-methyl-1H-imidazol-1-yl)hexyl)carbamate IC=1N=C(N(C1)CCCCCCNC(OC(C)(C)C)=O)C